4-(2-(6-(2-chloro-4,6-dimethylphenyl)-1,1-dioxido-1,2,6-thiadiazinan-2-yl)acetamido)adamantane-1-carboxamide ClC1=C(C(=CC(=C1)C)C)N1CCCN(S1(=O)=O)CC(=O)NC1C2CC3(CC(CC1C3)C2)C(=O)N